4-(7-(N-(1-cyanocyclopropyl)sulfamoyl)-9-(5-(difluoromethyl)-1,3,4-thiadiazol-2-yl)-6-fluoro-9H-pyrimido[4,5-b]indol-4-yl)-N,N-dimethylpiperidine-1-carboxamide C(#N)C1(CC1)NS(=O)(=O)C1=C(C=C2C3=C(N(C2=C1)C=1SC(=NN1)C(F)F)N=CN=C3C3CCN(CC3)C(=O)N(C)C)F